C(C)(C)(C)C1=CC=C(CNCC2=CC=CC3=CC=CC=C23)C=C1 N-(4-tert-butyl-benzyl)-1-naphthylmethylamine